7-chloro-6-fluoro-4-[(o-tolyl)methyl]-3,4-dihydro-2H-1,4-benzoxazine-5-carboxylic acid ClC=1C=C2C(N(CCO2)CC2=C(C=CC=C2)C)=C(C1F)C(=O)O